(1R,3S)-3-[3-({[2-(ethylsulfonyl)phenyl]-acetyl}amino)-1H-pyrazol-5-yl]cyclopentylpropylcarbamate C(C)S(=O)(=O)C1=C(C=CC=C1)CC(=O)NC1=NNC(=C1)[C@@H]1C[C@H](CC1)CCCNC([O-])=O